2-((5-(1,1-difluoroethyl)pyridin-2-yl)methyl)-3-ethylnaphthalene-1,4-dione FC(C)(F)C=1C=CC(=NC1)CC=1C(C2=CC=CC=C2C(C1CC)=O)=O